1-(3-(4-(3,5-bis(trifluoromethyl)phenyl)piperidine-1-carbonyl)-1,4,5,7-tetrahydro-6H-pyrazolo[3,4-c]pyridin-6-yl)ethan-1-one FC(C=1C=C(C=C(C1)C(F)(F)F)C1CCN(CC1)C(=O)C1=NNC=2CN(CCC21)C(C)=O)(F)F